3,5-di((E)-benzylidene)-1-methylpiperidin-4-one C(/C1=CC=CC=C1)=C\1/CN(C\C(\C1=O)=C/C1=CC=CC=C1)C